7-Cyclopropoxy-2-oxospiro[indoline-3,3'-pyrrole]-1'-carboxylic acid tert-butyl ester C(C)(C)(C)OC(=O)N1CC2(C=C1)C(NC1=C(C=CC=C12)OC1CC1)=O